FCC(O)C1=CC=C(C=C1)B1OC(C(O1)(C)C)(C)C 2-fluoro-1-[4-(4,4,5,5-tetramethyl-1,3,2-dioxaborolan-2-yl)phenyl]ethanol